5-(2,4-dihydroxybenzyl)-2-thioxodihydropyrimidine-4,6(1H,5H)-dione OC1=C(CC2C(NC(NC2=O)=S)=O)C=CC(=C1)O